(E)-3-(4-(((1-(3',6-Dicyano-5'-(3-hydroxy-4-methoxyphenyl)-[3,4'-bipyridin]-2'-yl)piperidin-4-yl)amino)methyl)-3-fluorophenyl)-N-hydroxyacrylamide formate C(=O)O.C(#N)C=1C(=NC=C(C1C=1C=NC(=CC1)C#N)C1=CC(=C(C=C1)OC)O)N1CCC(CC1)NCC1=C(C=C(C=C1)/C=C/C(=O)NO)F